(2-ethoxy-6-methyl-3-pyridinyl)[(3R,3'R)-3'-hydroxy-1,4-dihydro-1'H,2H-spiro[isoquinoline-3,4'-piperidin]-1'-yl]methanone C(C)OC1=NC(=CC=C1C(=O)N1C[C@H]([C@@]2(CC1)NCC1=CC=CC=C1C2)O)C